ClC1=CC=C(C=C1)C#CC=1C(=CC2=C(NC(=N2)C2=CC(=C(C(=C2)OC)OC)OC)C1)N1CCOCC1 4-(6-((4-chlorophenyl)ethynyl)-2-(3,4,5-trimethoxyphenyl)-1H-benzo[d]imidazol-5-yl)morpholine